C(C)(C)(C)OC(=O)N1C(CN(CC1)C(CN(C(C#C)=O)CC(C1=CC=CC=C1)C1=CC=CC=C1)=O)C1=CC=CC=C1.C1(=CC=CC=C1)C(CN(C(C#C)=O)CC(N1CC(NCC1)C1=CC=CC=C1)=O)C1=CC=CC=C1 N-(2,2-Diphenylethyl)-N-[2-oxo-2-(3-phenylpiperazin-1-yl)ethyl]prop-2-ynamide Tert-butyl-4-[2-[2,2-diphenylethyl(prop-2-ynoyl)amino]acetyl]-2-phenyl-piperazine-1-carboxylate